(2,2,2-trifluoro-1-(2'-fluoro-2,5'-dihydroxy-[1,1'-biphenyl]-4-yl)ethyl)-L-leucine methyl ester COC([C@@H](NC(C(F)(F)F)C1=CC(=C(C=C1)C1=C(C=CC(=C1)O)F)O)CC(C)C)=O